N1C[C@@H](CCC1)SC1=C2C(=C(N=N1)C1=C(C=C(C=C1)N1N=CC=N1)O)C=NC=C2 (R)-2-(1-(piperidin-3-ylthio)pyrido[3,4-d]pyridazin-4-yl)-5-(2H-1,2,3-triazol-2-yl)phenol